ClC=1C=NN2C1N=C1C(=C2Cl)CCC12CCN(CC2)C(=O)OC(C)(C)C tert-Butyl 3,8-dichloro-6,7-dihydrospiro[cyclopenta[d]pyrazolo[1,5-a]pyrimidine-5,4'-piperidine]-1'-carboxylate